N-(3-((4-hydroxy-1-(3-phenylbutyryl)piperidin-4-yl)methyl)-4-oxo-3,4-dihydroquinazolin-7-yl)-3-(1H-imidazol-1-yl)acrylamide OC1(CCN(CC1)C(CC(C)C1=CC=CC=C1)=O)CN1C=NC2=CC(=CC=C2C1=O)NC(C=CN1C=NC=C1)=O